1,1'-[(1,5-Dioxopentan-1,5-diyl)bis(oxy)]dipyrrolidine-2,5-dione O=C(CCCC(=O)ON1C(CCC1=O)=O)ON1C(CCC1=O)=O